C(C)(C)C1(C=CC=C1)[Hf](N(CC)CC)(N(CC)CC)N(CC)CC (isopropylcyclopentadienyl)tris(diethylamino)hafnium